CC1=C(N(CC1)S(=O)(=O)C1=CC=C(C)C=C1)C(=O)OC Methyl 3-methyl-1-tosyl-4,5-dihydro-1H-pyrrole-2-carboxylate